3-[4-(2,2-dimethylpyrrolidin-1-carbonyl)phenyl]-6-{4-[4-(propan-2-yl)piperazin-1-yl]phenyl}-1,2-dihydroquinolin-2-one CC1(N(CCC1)C(=O)C1=CC=C(C=C1)C=1C(NC2=CC=C(C=C2C1)C1=CC=C(C=C1)N1CCN(CC1)C(C)C)=O)C